CN1C(=C(C=C1C=1C=C2CCN(CC2=CC1C(=O)N1CC2=CC=CC=C2C[C@H]1C)C(CC1=CC=C(C=C1)OCCC1CCO1)=O)C(=O)O)C 1,2-dimethyl-5-(7-{[(3R)-3-methyl-3,4-dihydro-1H-isoquinolin-2-yl]carbonyl}-2-(2-{4-[2-(oxetan-4-yl)ethoxy]phenyl}acetyl)-3,4-dihydro-1H-isoquinolin-6-yl)pyrrole-3-carboxylic acid